(R or S)-N-(5-((R or S)-1-(((S)-tert-butylsulfinyl)amino)-2,2,2-trifluoroethyl)-2-methoxyphenyl)-3-(3-fluoro-4-methylphenyl)-3-(1,2,4-thiadiazol-5-yl)pyrrolidine-1-carbothioamide C(C)(C)(C)[S@](=O)N[C@@H](C(F)(F)F)C=1C=CC(=C(C1)NC(=S)N1C[C@](CC1)(C1=NC=NS1)C1=CC(=C(C=C1)C)F)OC |o1:7,23|